2-(p-tolyl)-2,4-dihydro-3H-1,2,4-triazol-3-one C1(=CC=C(C=C1)N1N=CNC1=O)C